(1S,4S)-5-(5-{5',7'-difluoro-2',7-dimethyl-1H,2'H-[3,4'-biindazol]-1-yl}pyridin-2-yl)-2,5-diazabicyclo[2.2.1]heptane-2-carboxylic acid tert-butyl ester C(C)(C)(C)OC(=O)N1[C@@H]2CN([C@H](C1)C2)C2=NC=C(C=C2)N2N=C(C1=CC=CC(=C21)C)C=2C1=CN(N=C1C(=CC2F)F)C